C(COCCOCCOCCOCCOC\C=C\C(=O)OC)(=O)OC(C)(C)C 1-(tert-butyl) 19-methyl (E)-3,6,9,12,15-pentaoxanonadec-17-enedioate